(R)-N-(3-(1-((2-amino-5-chloropyridin-3-yl)oxy)ethyl)-phenyl)-3-(dimethylamino)benzamide NC1=NC=C(C=C1O[C@H](C)C=1C=C(C=CC1)NC(C1=CC(=CC=C1)N(C)C)=O)Cl